(1S,2S)-N-[[(2S)-2-(3-cyanophenyl)oxetan-2-yl]methyl]-2-phenyl-cyclopropanecarboxamide C(#N)C=1C=C(C=CC1)[C@]1(OCC1)CNC(=O)[C@@H]1[C@H](C1)C1=CC=CC=C1